4-((2-amino-1-(5-((4-(4-(methoxycarbonyl)-6-(methyl-d3)pyridine-2-yl)-1-methyl-1H-pyrazol-5-yl)oxy)-2-methylpentyl)-1H-benzo[d]imidazol-6-yl)methyl)piperazine NC1=NC2=C(N1CC(CCCOC1=C(C=NN1C)C1=NC(=CC(=C1)C(=O)OC)C([2H])([2H])[2H])C)C=C(C=C2)CN2CCNCC2